N-[(2,2-difluoro-tetrahydro-1H-pyrrolizin-7a-yl)methyl]-7-fluoro-1H,2H,3H-benzo[b]pyrrolizine-9-carboxamide FC1(CC2(CCCN2C1)CNC(=O)C=1C2=C(N3CCCC13)C=CC(=C2)F)F